CC(CC(=O)OC(C)(C=C)CCC=C(C)C)C linalyl 3-methylbutanoate